1-[2-methyl-4-[6-(1-methylpyrazol-4-yl)pyrazolo[1,5-a]pyrazin-4-yl]-1-piperidyl]prop-2-en-1-one CC1N(CCC(C1)C=1C=2N(C=C(N1)C=1C=NN(C1)C)N=CC2)C(C=C)=O